[NH4+].[NH4+].[Gd+3] gadolinium diammonium